C(#N)C1=C(C=CC=C1)C(C(=O)OCC)(F)F ethyl 2-(2-cyanophenyl)-2,2-difluoroacetate